[N+](=O)([O-])C1=CC(=C2C(=N1)CCO2)C=2CCCN(CC2)C(=O)OC(C)(C)C tert-butyl 5-(5-nitro-2,3-dihydrofuro[3,2-b]pyridin-7-yl)-2,3,4,7-tetrahydroazepine-1-carboxylate